oxa[5,6,9]triazacyclotridecine-11,13-dione O1CC=CN=NC=CN=CC(CC1=O)=O